O=C1N(C=CC(N1)=O)CC(CCOCP(OCC)(OCC)=O)O diethyl {[4-(2,4-dioxo-1,2,3,4-tetrahydropyrimidin-1-yl)-3-hydroxybutoxy] methyl}phosphonate